BrC1=CC=C(C=C1)[C@@H](C)[C@]1(C(NC[C@@H]1CF)=O)C (3R,4R)-3-[(1R)-1-(4-bromophenyl)ethyl]-4-(fluoromethyl)-3-methyl-pyrrolidin-2-one